O=C1O[C@H](CN1C1=CC=C(C=C1)N1C(COCC1)=O)CC1=C(SC=C1)C(=O)N ({(5S)-2-oxo-3-[4-(3-oxo-4-morpholinyl)phenyl]-1,3-oxazolidin-5-yl}methyl)-2-thiophene-carboxamide